1-methyl-2-hydroxymethyl-5-(benzyloxy)-pyridin-4-one CN1C(=CC(C(=C1)OCC1=CC=CC=C1)=O)CO